4-(1-phenylethylamino)-6-[3-(4H-1,2,4-triazol-3-yl)phenyl]quinoline-3-carbonitrile C1(=CC=CC=C1)C(C)NC1=C(C=NC2=CC=C(C=C12)C1=CC(=CC=C1)C1=NN=CN1)C#N